5-nitrobenzo[d]dioxol-2(3H)-one [N+](=O)([O-])C1=CC2=C(OC(O2)=O)C=C1